ClC1=CC=2C3=C(C(=NC2C(=C1C1=CC=CC2=CC=CC(=C12)C#N)F)SC)N=NN3C3C[C@H](N(CC3)C(=O)OC(C)(C)C)CC#N tert-butyl (2S)-4-(8-chloro-7-(8-cyanonaphthalen-1-yl)-6-fluoro-4-(methylthio)-1H-[1,2,3]triazolo[4,5-c]quinolin-1-yl)-2-(cyanomethyl)piperidine-1-carboxylate